C1(CC1)C#CC=1C(=CC(=NC1)NC(N(C)C1=NC(=C(C=C1)CN1C(CN(CC1)C)=O)C=O)=O)O[C@@H](COC)C (R)-3-(5-(cyclopropylethynyl)-4-((1-methoxypropan-2-yl)oxy)pyridin-2-yl)-1-(6-formyl-5-((4-methyl-2-oxopiperazin-1-yl)methyl)pyridin-2-yl)-1-methylurea